1-(Cyclopropylmethyl)-N-(3-fluoro-4-((7-methyl-5,6,7,8-tetrahydropyrido[3,4-d]pyrimidin-4-yl)oxy)phenyl)-3-(4-fluorophenyl)-2,4-dioxo-1,2,3,4-tetrahydropyrimidine-5-carboxamide C1(CC1)CN1C(N(C(C(=C1)C(=O)NC1=CC(=C(C=C1)OC=1C2=C(N=CN1)CN(CC2)C)F)=O)C2=CC=C(C=C2)F)=O